((8-(1H-indol-3-yl)imidazo[1,2-b]pyridazin-6-yl)amino)benzoic acid N1C=C(C2=CC=CC=C12)C=1C=2N(N=C(C1)NC1=C(C(=O)O)C=CC=C1)C=CN2